N-[4-(2,4-difluorophenoxy)-3-(3-methyl-1,2,4-triazolo[4,3-a]pyridin-6-yl)phenyl]-propanamide FC1=C(OC2=C(C=C(C=C2)NC(CC)=O)C=2C=CC=3N(C2)C(=NN3)C)C=CC(=C1)F